COC(C1=C(C(=CC(=C1)NC1=NC=C(C(=N1)NC(CC)CC)C)CC)O)=O 3-ethyl-5-[[4-(1-ethylpropylamino)-5-methyl-pyrimidin-2-yl]amino]-2-hydroxy-benzoic acid methyl ester